(S)-4-(4-(3-(diphenylmethoxy)-2-((1,3-dioxoisoindol-2-yl)oxy)-3-oxopropoxy)benzamidyl)piperidine-1-carboxylic acid tert-butyl ester C(C)(C)(C)OC(=O)N1CCC(CC1)NC(C1=CC=C(C=C1)OC[C@@H](C(=O)OC(C1=CC=CC=C1)C1=CC=CC=C1)ON1C(C2=CC=CC=C2C1=O)=O)=O